2-(4-fluoro-2-(2-(4-fluoro-3-sulfamoylphenethyloxy)pyridin-4-yl)-6-isopropyl-phenyl)acetic acid FC1=CC(=C(C(=C1)C(C)C)CC(=O)O)C1=CC(=NC=C1)OCCC1=CC(=C(C=C1)F)S(N)(=O)=O